CN1C=NC=2N=CN(C(C12)=O)CC1=NN(C(O1)=O)CCC1=CC=C(C=C1)C(F)(F)F 5-((7-methyl-6-oxo-6H-purin-1(7H)-yl)methyl)-3-(4-(trifluoromethyl)phenethyl)-1,3,4-oxadiazol-2(3H)-one